ClC=1C(=NC(=NC1)NC1=C(C=C2CCN(CC2=C1)C)OC)C(=O)O 5-chloro-2-((6-methoxy-2-methyl-1,2,3,4-tetrahydroisoquinolin-7-yl)amino)pyrimidine-4-carboxylic acid